3,11-dimethylpentadecylmagnesium chloride CC(CC[Mg]Cl)CCCCCCCC(CCCC)C